COC(=O)C1=C(NC(=C1)C1=C2C(=NC=C1)N(C=C2)S(=O)(=O)C2=CC=CC=C2)C2=C(C=C(C=C2)C)C(F)(F)F 2-[4-methyl-2-(trifluoromethyl)phenyl]-5-[1-(benzenesulfonyl)-1H-pyrrolo[2,3-b]pyridin-4-yl]-1H-pyrrole-3-carboxylic acid methyl ester